(4-chlorobenzoylaminophenoxyisobutyryl)cystine ClC1=CC=C(C(=O)NCC(C(=O)C([C@@H](C(=O)O)N)SSC[C@@H](C(=O)O)N)(C)OC2=CC=CC=C2)C=C1